6-(4-(4-(aminomethyl)-1-oxo-1,2-dihydrophthalazin-6-yl)-1-methyl-1H-pyrazol-5-yl)-2,3-dichlorobenzonitrile NCC1=NNC(C2=CC=C(C=C12)C=1C=NN(C1C1=CC=C(C(=C1C#N)Cl)Cl)C)=O